1-(6-methoxy-4-methylquinazolin-2-yl)-3-(1-methylpiperidin-4-yl)guanidine COC=1C=C2C(=NC(=NC2=CC1)NC(=N)NC1CCN(CC1)C)C